benzo[f]chromen-5-yl acetat C(C)(=O)OC1=CC2=C(C=3C=CCOC13)C=CC=C2